NC1=CC=C(C=N1)C(C#N)(C)C 2-(6-amino-3-pyridinyl)-2-methyl-propionitrile